C(C1=CC=CC=C1)OC(=O)N[C@H](C=1N=C2N(N=C(C=C2)CC2(C(N[C@@H](C2)C(F)(F)F)=O)C(=O)OC)C1)C1CCCCCC1 methyl (5S)-3-((2-((S)-(((benzyloxy)carbonyl)amino)(cycloheptyl)methyl) imidazo[1,2-b]pyridazin-6-yl)methyl)-2-oxo-5-(trifluoromethyl)pyrrolidine-3-carboxylate